NCC1=CC(=C(C=C1F)NC(=O)C1=CC2=C(OCCC3=C2SC=C3)C=C1C=1C(=NC(=CC1)C(NCCC)=O)C(=O)O)F 3-(9-((4-(aminomethyl)-2,5-difluorophenyl)carbamoyl)-4,5-dihydrobenzo[b]thieno[2,3-d]oxepin-8-yl)-6-(propylcarbamoyl)picolinic acid